(R)-1-(11-((4-([1,2,4]triazolo[1,5-a]pyridin-7-yloxy)-3-methylphenyl)amino)-1,2,4a,5-tetrahydropyrazino[1',2':4,5][1,4]oxazino[3,2-g]quinazolin-3(4H)-yl)prop-2-en-1-one N=1C=NN2C1C=C(C=C2)OC2=C(C=C(C=C2)NC2=NC=NC=1C=C3C(=CC21)N2[C@@H](CO3)CN(CC2)C(C=C)=O)C